11,11-Bis(trifluoromethyl)-1H-difuro[3,4-b:3',4'-i]xanthene-1,3,7,9(11H)-Tetrone FC(C1(C2=CC3=C(C=C2OC=2C=C4C(=CC12)C(OC4=O)=O)C(OC3=O)=O)C(F)(F)F)(F)F